CN1C(=CC2=C1N=CN=C2N)C2CN[C@H](C2)C 7-methyl-6-((5S)-5-methylpyrrolidin-3-yl)-7H-pyrrolo[2,3-d]Pyrimidin-4-amine